C(C)O\C=C/C=1C(=C(N(C(C1)=O)C)NC1=C(C=C(C=C1)SC)F)C(=O)OC Methyl 4-[(Z)-2-ethoxyvinyl]-2-[2-fluoro-4-(methylsulfanyl) phenylamino]-1-methyl-6-oxo-1,6-dihydropyridine-3-carboxylate